2-({2-Chloro-5-cyano-3-[(2S)-4-(2-hydroxyethyl)-2-methylpiperazin-1-yl]phenyl}amino)-4-(methylamino)pyrazolo[1,5-a][1,3,5]triazine-8-carbonitrile ClC1=C(C=C(C=C1N1[C@H](CN(CC1)CCO)C)C#N)NC1=NC=2N(C(=N1)NC)N=CC2C#N